OCCCC#CC=1C=C(C=CC1)C1=NN2C(COC3=C(C2)C=CC(=C3)NC(C)=O)=C1 N-(2-(3-(5-hydroxypent-1-yn-1-yl)phenyl)-4H,10H-benzo[f]pyrazolo[5,1-c][1,4]oxazepin-7-yl)acetamide